6-(4'-chloro-[1,1'-biphenyl]-2-carbonyl)-2,6-diazaspiro[3.3]heptane ClC1=CC=C(C=C1)C=1C(=CC=CC1)C(=O)N1CC2(CNC2)C1